OCC(CO)N1C=NC(=C1C=1C=CC=2N(C1)C(=CN2)C#N)C2=CC=C(C=C2)F 6-(1-(1,3-dihydroxypropan-2-yl)-4-(4-fluorophenyl)-1H-imidazol-5-yl)imidazo[1,2-a]pyridine-3-carbonitrile